3-chloro-1-methyl-5-[5-(methylsulfonylmethyl)-2-(2,2,2-trifluoroethoxy)phenyl]pyridin-2-one ClC=1C(N(C=C(C1)C1=C(C=CC(=C1)CS(=O)(=O)C)OCC(F)(F)F)C)=O